α-bromovinyl methyl ketone CC(=O)C(=C)Br